CC1=NC2=CC=C(C=C2C(N1CCC)=O)C=1C=CC(=NC1)NC(CCCC)=O N-(5-(2-methyl-4-oxo-3-propyl-3,4-dihydro-quinazolin-6-yl)pyridin-2-yl)pentanamide